N,N'-dicyclohexyl-cyclohexane-p-dicarboxamide C1(CCCCC1)NC(=O)C1CCC(CC1)C(=O)NC1CCCCC1